Cinnamoylguanidin hydrochlorid Cl.C(C=CC1=CC=CC=C1)(=O)NC(=N)N